C(C)(C)N(C1=CC=C2C=C(C(OC2=C1)(C)C)C=O)C 7-(isopropyl-(methyl)amino)-2,2-dimethyl-2H-chromene-3-carbaldehyde